3-benzoyl-2,4,6-trimethylbenzoic acid C(C1=CC=CC=C1)(=O)C=1C(=C(C(=O)O)C(=CC1C)C)C